4-(3-chloro-4-fluoroanilino)-7-methoxyquinazolin-6-ol ClC=1C=C(NC2=NC=NC3=CC(=C(C=C23)O)OC)C=CC1F